C(C1=CC=CC=C1)N1C(N(C=C1)CC1=CC=CC=C1)[C@](CO)(C#C)O (S)-2-(1,3-dibenzylimidazol-2-yl)but-3-yn-1,2-diol